O1C(OCC1)C1CCN(CC1)CC1=CC=C(C=C1)[N+](=O)[O-] 4-(1,3-Dioxolan-2-yl)-1-(4-nitrobenzyl)piperidine